(5R,7R,8R,9S,10R)-7-(hydroxymethyl)-9-(4-(3,4,5-trifluorophenyl)-1H-1,2,3-triazol-1-yl)-1,6-dioxaspiro[4.5]decane-8,10-diol OC[C@H]1O[C@]2(CCCO2)[C@@H]([C@H]([C@H]1O)N1N=NC(=C1)C1=CC(=C(C(=C1)F)F)F)O